C(CCCCC)N(CCC(=O)O)CCCCCCCC 3-(N-hexyloctylamino)propanoic acid